[Ca+2].OC(CC(=O)[O-])(C)C.OC(CC(=O)[O-])(C)C 3-hydroxyisovalerate calcium